N-((5-(2,6-dioxopiperidin-3-yl)-4-oxo-5,6-dihydro-4H-thieno[3,4-c]pyrrol-1-yl)methyl)-1-methyl-1H-imidazole-4-sulfonamide O=C1NC(CCC1N1CC=2C(C1=O)=CSC2CNS(=O)(=O)C=2N=CN(C2)C)=O